COC(=O)C=1C=C(OCC2N(CC2)C(=O)OCCCC)C=CC1C Butyl 2-((3-(methoxycarbonyl)-4-methyl phenoxy)methyl)azetidine-1-carboxylate